CC(CCC=1C=NC(=NC1)C(F)(F)F)O methyl-3-(2-(trifluoromethyl)pyrimidin-5-yl)propan-1-ol